tris(2,6-di-tert-butyl phenyl) phosphite P(OC1=C(C=CC=C1C(C)(C)C)C(C)(C)C)(OC1=C(C=CC=C1C(C)(C)C)C(C)(C)C)OC1=C(C=CC=C1C(C)(C)C)C(C)(C)C